4-(7-chloro-5-fluoro-4-oxo-1,4-dihydroquinolin-2-yl)-5-(methylsulfonyl)picolinonitrile ClC1=CC(=C2C(C=C(NC2=C1)C1=CC(=NC=C1S(=O)(=O)C)C#N)=O)F